ClC1=CC=C(C=C1)N1N=C(N(C1=O)CC(=O)O)N1N=C([C@@H](C1)C1=CC=CC=C1)C1=CC=C(C=C1)Cl 2-[1-(4-chlorophenyl)-3-[(4R)-3-(4-chlorophenyl)-4-phenyl-4,5-dihydro-1H-pyrazol-1-yl]-5-oxo-4,5-dihydro-1H-1,2,4-triazol-4-yl]acetic acid